N1=C(C=NC=C1)C=1N=NNC1 PYRAZINYL-TRIAZOL